1-(1-((3,7-dimethyloct-6-en-1-yl)oxy)prop-1-en-2-yl)-4-methoxybenzene CC(CCOC=C(C)C1=CC=C(C=C1)OC)CCC=C(C)C